4-amino-5-(quinolin-3-yl)-8,9-dihydro-7H-pyrimido[5',4':4,5]pyrrolo[2,1-b][1,3]oxazin-8-yl methanesulfonate CS(=O)(=O)OC1CN2C(OC1)=C(C1=C2N=CN=C1N)C=1C=NC2=CC=CC=C2C1